6-[(7S)-4-azaspiro[2.5]octan-7-yl]-2-(8-fluoro-2-methyl-imidazo[1,2-a]pyridin-6-yl)pyrido[4,3-d]pyrimidin-5-one C1CC12NCC[C@@H](C2)N2C(C1=C(N=C(N=C1)C=1C=C(C=3N(C1)C=C(N3)C)F)C=C2)=O